N1C(NC(C2=CC=CC=C12)=O)=O Quinazoline-2,4-dione